FC1=C2C=CN(C2=CC=C1)C1(CCCCC1)N1CCN(CC1)C1=C(N=NC(=C1)Cl)Cl 4-fluoro-1-[cis-[4-(3,6-dichloropyridazin-4-yl)piperazin-1-yl]cyclohexyl]-1H-indole